C(C)(C)(C)OC(=O)N(C1=CC(=NC=2N1N=CC2C#N)NC[C@@H]2[C@H](CN(CC2)C(=O)OC(C)(C)C)O)CC2=CC=C(C=C2)C2=NC=CC=C2 tert-butyl (3r,4r)-4-(((7-((tert-butoxycarbonyl) (4-(pyridin-2-yl) benzyl) amino)-3-cyanopyrazolo[1,5-a]pyrimidin-5-yl) amino) methyl)-3-hydroxypiperidine-1-carboxylate